BrC=1C=C2C=C(C(=C(N2C1)C(=O)NCC=1C(NC(=CC1C)C)=O)C)C(CC)N1CCOCC1 2-bromo-N-((4,6-dimethyl-2-oxo-1,2-dihydropyridin-3-yl)methyl)-6-methyl-7-(1-morpholinopropyl)indolizine-5-carboxamide